BrC1=NC(=CC=C1Br)OC 2,3-dibromo-6-methoxypyridine